FC1=C(C(=O)N[C@@H]2COCC2)C=CC(=C1)C1=CC=CN2C1=NC(=C(C2=O)C)C(F)(F)F 2-fluoro-4-(3-methyl-4-oxo-2-(trifluoromethyl)-4H-pyrido[1,2-a]pyrimidin-9-yl)-N-((3S)-tetrahydrofuran-3-yl)benzamide